FC1=C(C=CC=C1)C1=NN2C=NC=3C=CC(=CC3C2=N1)OC 2-(2-fluorophenyl)-9-methoxy[1,2,4]triazolo[1,5-c]quinazolin